Methylsulfonylphenyl-OxadiazoleN CS(=O)(=O)C1(N=NOC1)C1=CC=CC=C1